N-[4-(bromomethyl)-3-fluoropyridine-2-yl]-1,1-diphenylmethaneimine BrCC1=C(C(=NC=C1)N=C(C1=CC=CC=C1)C1=CC=CC=C1)F